isopropyl (R)-2-(3-((benzyloxy)carbonyl)thioureido)-2-(4-chlorophenyl)-4,4-dimethylpentanoate C(C1=CC=CC=C1)OC(=O)NC(N[C@](C(=O)OC(C)C)(CC(C)(C)C)C1=CC=C(C=C1)Cl)=S